FC(C(C(C(C(C(F)(F)F)(F)F)(F)F)(F)F)(F)F)(CC[Si](OC)(OC)OC)F 2-(perfluorohexyl)ethyltrimethoxysilane